3-bromo-2-(3-cyanopropoxy)benzonitrile BrC=1C(=C(C#N)C=CC1)OCCCC#N